5-[(E)-2-(p-Hydroxyphenyl)ethenyl-carbonyloxy]-3,4-dihydroxy-1-cyclohexene-1-carboxylic acid OC1=CC=C(C=C1)/C=C/C(=O)OC1C(C(C=C(C1)C(=O)O)O)O